3-(3-methacrylamido-propanoyl)thiazolidin-2-thione C(C(=C)C)(=O)NCCC(=O)N1C(SCC1)=S